dicyclohexyl-phthalic acid amide C1(CCCCC1)C=1C(=C(C(C(=O)N)=CC1)C(=O)O)C1CCCCC1